Ethyl (5R)-2-(6-ethylpyridin-3-yl)-5-methyl-6,7-dihydro-5H-pyrazolo[5,1-b][1,3]oxazine-3-carboxylate C(C)C1=CC=C(C=N1)C1=NN2C(O[C@@H](CC2)C)=C1C(=O)OCC